TETRAZOLINONE N1=NNNC1=O